(2s,4r)-4-isopropoxypyrrolidine-1,2-dicarboxylic acid 1-tert-butyl ester 2-methyl ester COC(=O)[C@H]1N(C[C@@H](C1)OC(C)C)C(=O)OC(C)(C)C